tris[2-(4-n-hexylphenyl)quinoline] iridium (III) [Ir+3].C(CCCCC)C1=CC=C(C=C1)C1=NC2=CC=CC=C2C=C1.C(CCCCC)C1=CC=C(C=C1)C1=NC2=CC=CC=C2C=C1.C(CCCCC)C1=CC=C(C=C1)C1=NC2=CC=CC=C2C=C1